OCC(CO)(C)NC(=O)C1=C(OC2=C1C=C(C=C2)OCC2=CC=NN2C)C N-(1,3-dihydroxy-2-methylpropan-2-yl)-2-methyl-5-((1-methyl-1H-pyrazol-5-yl)methoxy)benzofuran-3-carboxamide